C1(=CC=CC=C1)CC(=O)NCC phenylacetylethylamine